N-propionyl-morpholine C(CC)(=O)N1CCOCC1